C(C1=CC=CC=C1)N1C[C@@H]([C@@H](CC1)C)NC (3R,4R)-(1-benzyl-4-methyl-piperidin-3-yl)-methylamine